BrC=1C=C(C(=NC1)OC)NS(=O)(=O)C1=CC=C(C=C1)F N-(5-bromo-2-methoxypyridin-3-yl)-4-fluorobenzenesulfonamide